3,6-diazabicyclo[3.1.1]Heptane-6-carboxylic acid tert-butyl ester C(C)(C)(C)OC(=O)N1C2CNCC1C2